2-chloro-N-[4-[5-(3,4-dichlorophenyl)-3-(2-methoxyethoxy)-1H-1,2,4-triazol-1-yl]phenyl]acetamide ClCC(=O)NC1=CC=C(C=C1)N1N=C(N=C1C1=CC(=C(C=C1)Cl)Cl)OCCOC